N(N)=C1N=NC=C1 3-hydrazineylidene-3H-pyrazole